FC(CC[Si](O)(O)O)(F)F 3,3,3-trifluoropropylsilanetriol